6-chloro-2-(4-((2-methoxyethoxy)methoxy)-3-nitrophenyl)-3,4-dihydro-2,7-naphthyridin-1(2H)-one ClC=1C=C2CCN(C(C2=CN1)=O)C1=CC(=C(C=C1)OCOCCOC)[N+](=O)[O-]